3-(2-chloropyrrolo[2,1-f][1,2,4]triazin-4-yl)-1H-indole-1-carboxylic acid tert-butyl ester C(C)(C)(C)OC(=O)N1C=C(C2=CC=CC=C12)C1=NC(=NN2C1=CC=C2)Cl